N=1C=2N(NC1C(=O)O)C=CC2 pyrrolo[1,2-b][1,2,4]triazole-2-carboxylic acid